2-((3-fluoro-5-methylphenyl)amino)-5-((4-(furan-2-yl)phenyl)amino)nicotinamide FC=1C=C(C=C(C1)C)NC1=C(C(=O)N)C=C(C=N1)NC1=CC=C(C=C1)C=1OC=CC1